C(CCCCCCCCCCCCCCCCCCCCCCCCCCC)NC(C=1C(C(=O)N)=CC=CC1)=O N-octacosyl-phthalic diamide